FC(C1=CC=C(C=C1)N1C=2N(CC(C1)C=O)N=CC2)(F)F 4-(4-(trifluoromethyl)phenyl)-4,5,6,7-tetrahydropyrazolo[1,5-a]pyrimidine-6-carbaldehyde